N-[(3S,4S)-1-methyl-3-methyl-4-piperidyl]-6-{3-[4-(N,N-dimethylcarbamoyl)-5-fluoro-2-anisidino]-1-propynyl}-1-(2,2,2-trifluoroethyl)-1H-1,3-benzimidazole-4-carboxamide CN1C[C@@H]([C@H](CC1)NC(=O)C1=CC(=CC=2N(C=NC21)CC(F)(F)F)C#CCNC=2C(OC)=CC(=C(C2)C(N(C)C)=O)F)C